O(C1=CC=CC=C1)O phenoxyl alcohol